C(#N)C1=NC2=CC(=CC(=C2N=C1N1CC2(COC2)C1)C(C)NC1=C(C(=O)O)C=CC=C1)C 2-((1-(2-cyano-7-methyl-3-(2-oxa-6-azaspiro[3.3]heptan-6-yl)quinoxalin-5-yl)ethyl)amino)benzoic acid